4-chloro-6-(5-(difluoromethyl)thiophen-2-yl)pyridin-2-amine ClC1=CC(=NC(=C1)C=1SC(=CC1)C(F)F)N